Cl.CN(CCCN=C=NCC)C [3-(dimethylamino)propyl]-3-ethylcarbodiimide hydrochloride